propenyl-2-ethylhexyl sulfosuccinate sodium salt [Na+].S(=O)(=O)(O)C(C(=O)OC(C(CCCC)CC)C=CC)CC(=O)[O-]